FC1=C(C=CC=C1C[C@@H]1N(CC([C@@H]1NS(=O)(=O)CC)(F)F)C(=O)N(N(C)C)C)C1=CC(=CC=C1)F N-[(2S,3R)-2-[(2,3'-difluoro[1,1'-biphenyl]-3-yl)methyl]-4,4-difluoro-1-(trimethylhydrazinecarbonyl)pyrrolidin-3-yl]ethanesulfonamide